(12aR)-7-(Benzyloxy)-12-[bis(4-fluorophenyl)methyl]-3,4,12,12a-tetrahydro-1H-[1,4]oxazino[3,4-c]pyrido[2,1-f][1,2,4]triazine-6,8-dione C(C1=CC=CC=C1)OC=1C(C=CN2N([C@H]3N(C(C21)=O)CCOC3)C(C3=CC=C(C=C3)F)C3=CC=C(C=C3)F)=O